FC1=C(C(=CC=C1)F)S(=O)(=O)NC=1C(=NC=C(C1)C=1C=CC=2N=CN=C(C2N1)C1CCN(CC1)C(\C=C\C(C)=O)=O)OC (E)-2,6-difluoro-N-(2-methoxy-5-(4-(1-(4-oxopent-2-enoyl)piperidin-4-yl)pyrido[3,2-d]pyrimidin-6-yl)pyridin-3-yl)benzenesulfonamide